NC\C=C/C(=O)OCC (Z)-ethyl 4-aminobut-2-enoate